3-((3aR,7aS)-1,3-dioxo-1,3,3a,4,7,7a-hexahydro-2H-4,7-methanoisoindol-2-yl)propanoic acid O=C1N(C([C@@H]2C3C=CC([C@H]12)C3)=O)CCC(=O)O